rac-3-(4,4-dimethylpyrrolidin-3-yl)-5-(piperidin-1-ylmethyl)-5,6-dihydro-1,4,2-dioxazine CC1(C(CNC1)C1=NOCC(O1)CN1CCCCC1)C